CC=1N=CSC1C1=CC=C(C=C1)[C@H](CN1CCOCC1)N (R)-1-(4-(4-methylthiazol-5-yl)phenyl)-2-morpholinoethan-1-amine